N-(2-(1-(3-chloro-4-((3,5-difluoropyridin-2-yl)methoxy-d2)-5',6-dimethyl-2-oxo-2H-[1,4'-bipyridine]-2'-yl)-4-methyl-1H-pyrazol-3-yl)propan-2-yl)acetamide ClC=1C(N(C(=CC1OC([2H])([2H])C1=NC=C(C=C1F)F)C)C1=CC(=NC=C1C)N1N=C(C(=C1)C)C(C)(C)NC(C)=O)=O